2,2-Dimethyl-[1,4,2]oxathiasilinan-6-one C[Si]1(OC(CSC1)=O)C